FC=1C=C(C#N)C=CC1COC1=NC(=CC(=C1)COC)N1CCNCC1 3-fluoro-4-(((4-(methoxymethyl)-6-(piperazin-1-yl)pyridin-2-yl)oxy)methyl)benzonitrile